CC1=NC(=NC=C1S(=O)(=O)N1CC2(C1)CN(C2)[C@H](C)C2CCOCC2)C(F)(F)F |r| Rac-2-((4-methyl-2-(trifluoromethyl)pyrimidin-5-yl)sulfonyl)-6-(1-(tetrahydro-2H-pyran-4-yl)ethyl)-2,6-diazaspiro[3.3]heptane